Cl.Cl.C1N(CC2=CC=CC=C12)CC=1C=CC(=C(C1)S(=O)(=O)N)OCC1CCNCC1 5-(isoindolin-2-ylmethyl)-2-(piperidin-4-ylmethoxy)benzenesulfonamide dihydrochloride